5-(5-methylpyridin-2-yl)-1,3,4-thiadiazol-2-amine CC=1C=CC(=NC1)C1=NN=C(S1)N